C(C)OC1=C(C=C(C=N1)C1=CC(=C2C(=N1)N=C(N2)NC(=O)C2=CC=C(C=N2)CCCC(=O)OCC)N(C)CC2(CCCCC2)COC)C(F)(F)F Ethyl 4-[6-({5-[6-ethoxy-5-(trifluoromethyl)pyridin-3-yl]-7-({[1-(methoxymethyl)cyclohexyl]methyl} (methyl)amino)-1H-imidazo[4,5-b]pyridin-2-yl}carbamoyl)pyridin-3-yl]butanoate